C(C)(C)(C)OC(=O)N1CC(C1)N1C=C(C2=C1N=CN=C2N)C=2SC1=C(C2)C=C(C=C1OC)C 3-(4-amino-5-(7-methoxy-5-methylbenzothiophen-2-yl)-7H-pyrrolo[2,3-d]pyrimidin-7-yl)azetidine-1-carboxylic acid tert-butyl ester